N[Co] monoaminocobalt